N1CC(C1)N(S(=O)(=O)C)C N-(azetidin-3-yl)-N-methylmethanesulfonamide